Racemic-2-(2-chloro-4-methylpyridin-3-yl)-6-(4-ethyl-3-(hydroxymethyl)-5-oxo-4,5-dihydro-1H-1,2,4-triazol-1-yl)-7-fluoro-4-(prop-1-en-2-yl)-3,4-dihydroisoquinolin-1(2H)-one ClC1=NC=CC(=C1N1C(C2=CC(=C(C=C2[C@H](C1)C(=C)C)N1N=C(N(C1=O)CC)CO)F)=O)C |r|